Cl.CN(CCC(=O)NC1=CC=C2C(N(C=NC2=C1)CC1(CCNCC1)O)=O)C 3-(dimethylamino)-N-(3-((4-hydroxypiperidin-4-yl)methyl)-4-oxo-3,4-dihydroquinazolin-7-yl)propanamide hydrochloride